COC(=O)[C@@H]1CC[C@H]2N1C([C@H](CNCC2)NC(=O)OC(C)(C)C)=O.O=C2N(CC1=C(C=CC=C21)NC2CCC(CC2)=O)C2C(NC(CC2)=O)=O 3-(1-oxo-4-((4-oxocyclohexyl)amino)isoindolin-2-yl)piperidine-2,6-dione methyl-(5S,8S,10aR)-5-((tert-butoxycarbonyl)amino)-6-oxodecahydropyrrolo[1,2-a][1,5]diazocine-8-carboxylate